N-(furan-2-ylmethyl)-N,2,2-trimethylbutanamide O1C(=CC=C1)CN(C(C(CC)(C)C)=O)C